FC(S(=O)(=O)OC1=CC(=C2C=CC=NC2=C1)C1(CC1)NC(C1=C(C=CC(=C1)OCC(C)NC(=O)OC(C)(C)C)C)=O)(F)F 5-(1-(5-(2-((tert-butoxycarbonyl)amino)propoxy)-2-methylbenzamido)cyclopropyl)quinolin-7-yl trifluoromethanesulfonate